CCCCCC1C(O1)C/C=C\\CCCCCCCC(=O)[O-] The molecule is a monounsaturated fatty acid anion that is the conjugate base of vernolic acid, obtained by deprotonation of the carboxy group; major species at pH 7.3. It is a long-chain fatty acid anion, a monounsaturated fatty acid anion and an epoxyoctadecenoate. It is a conjugate base of a vernolic acid.